CC(CC)OOC(C1=CN=CC=C1)=O nicotinic acid β-butoxyester